5-((4-(4-methyl-2-(methylamino)thiazol-5-yl)pyrimidin-2-yl)amino)-1H-indole-2-carboxylic acid CC=1N=C(SC1C1=NC(=NC=C1)NC=1C=C2C=C(NC2=CC1)C(=O)O)NC